tertbutyl 3-[(3R)-6-[2-cyano 6-fluoro 3-[(3-methoxypyrrolidin-1-yl)sulfonylamino]phenoxy]-4-oxo-quinazolin-3-yl]-1-oxa-8-azaspiro[4.5]decane-8-carboxylate C(#N)C1=C(OC=2C=C3C(N(C=NC3=CC2)C2COC3(C2)CCN(CC3)C(=O)OC(C)(C)C)=O)C(=CC=C1NS(=O)(=O)N1C[C@@H](CC1)OC)F